FC1=CC2=C(C(=NO2)C2CCN(CC2)CCCN(C(C2=CC=CC=C2)=O)CCC)C=C1 N-[3-[4-(6-fluoro-1,2-benzisoxazol-3-yl)piperidin-1-yl]propyl]-N-propylbenzamide